(3-mercaptopropyl)methyldimethoxysilane SCCC[Si](OC)(OC)C